(R)-6-isopropyl-2-(2-methyl-4-(2-(methylsulfonyl)ethyl)piperazin-1-yl)-5-(8-methyl-[1,2,4]triazolo[1,5-a]pyridin-6-yl)-4H-pyrrolo[3,2-d]thiazole C(C)(C)C1=C(NC2=C1N=C(S2)N2[C@@H](CN(CC2)CCS(=O)(=O)C)C)C=2C=C(C=1N(C2)N=CN1)C